2-amino-5-(2-(tetrahydro-2H-pyran-4-yl)-1,2,3,4-tetrahydroisoquinolin-6-yl)nicotinic acid NC1=C(C(=O)O)C=C(C=N1)C=1C=C2CCN(CC2=CC1)C1CCOCC1